C(C1=CC=CC=C1)OC(CC(C(=O)O)=C)=O 4-(Benzyloxy)-2-methylene-4-oxo-butyric acid